(((2-hydroxycyclopentyl)methyl)azanediyl)bis(heptane-7,1-diyl) bis(4,4-bis(((Z)-oct-5-en-1-yl)oxy)butanoate) C(CCC\C=C/CC)OC(CCC(=O)OCCCCCCCN(CCCCCCCOC(CCC(OCCCC\C=C/CC)OCCCC\C=C/CC)=O)CC1C(CCC1)O)OCCCC\C=C/CC